N1C=C(C=C1)C(=O)N1CCC(CC1)NC(=O)NC1=CC=C(C=C1)OC(F)(F)F 1-(1-(1H-pyrrole-3-carbonyl)piperidin-4-yl)-3-(4-(trifluoromethoxy)phenyl)urea